N-[(3-fluorophenyl)methyl]-1-[1-[4-[2-[1-(4-piperidylmethyl)-4-piperidyl]ethynyl]-1-naphthyl]ethyl]piperidine-4-carboxamide hydrochloride Cl.FC=1C=C(C=CC1)CNC(=O)C1CCN(CC1)C(C)C1=CC=C(C2=CC=CC=C12)C#CC1CCN(CC1)CC1CCNCC1